[Si](C)(C)(C(C)(C)C)O[C@]1(CN(CCC1)C1=NC(=NC2=C(C(=C(C=C12)[N+](=O)[O-])C=1C=C(C=C2C=CC(=CC12)F)OCOC)F)OCC(F)(F)F)C 8-(4-((R)-3-((tert-butyldimethylsilyl)oxy)-3-methylpiperidin-1-yl)-8-fluoro-6-nitro-2-(2,2,2-trifluoroethoxy)quinazolin-7-yl)-2-fluoro-6-(methoxymethoxy)naphthalene